Diazine C1=CN=C(N=C1)NS(=O)(=O)C2=CC=C(C=C2)N